COC(C(=CC1=C(C(=CC=C1)C(=O)O)C(=O)O)C#N)=O cyano-2,3-dicarboxycinnamic acid methyl ester